C(CCCCCCCCCCCCCCCCC)OC[C@@H](OC(CCCCCCCCCCCCCCCCCCCCC)=O)COP(=O)([O-])OCC[N+](C)(C)C 1-octadecyl-2-docosanoyl-sn-glycero-3-phosphocholine